5,6-dihydro-1H-pyrrolo[3,2,1-ij]quinoline-4(2H)-one C1CN2C(CCC3=CC=CC1=C23)=O